4-Cyanovaleric acid C(#N)C(CCC(=O)O)C